7-fluoro-2-methylimidazo[1,2-a]pyridin-6-amine FC1=CC=2N(C=C1N)C=C(N2)C